C(C1=CC=CC=C1)[Zn]Br benzyl-(bromo)zinc